4-(2-Amino-2-methylpropanoyl)-N-(1-(2-(((trans-3-aminocyclobutyl)methyl)amino)-2,3-dihydro-1H-inden-5-yl)-2-oxo-1,2-dihydropyrimidin-4-yl)piperazine-1-carboxamide hydrochloride Cl.NC(C(=O)N1CCN(CC1)C(=O)NC1=NC(N(C=C1)C=1C=C2CC(CC2=CC1)NC[C@@H]1C[C@H](C1)N)=O)(C)C